Cl.Cl.BrC1=CC2=C(N(C(N2)=O)CCC[C@H]2NCCC[C@@H]2O)C=C1 5-bromo-1-(3-((2R,3S)-3-hydroxypiperidin-2-yl)propyl)-1H-benzo[d]imidazol-2(3H)-one dihydrochloride